C1(CCCCC1)[C@H]1NC(OC1=O)=O (R)-4-cyclohexyloxazolidine-2,5-dione